N'-[5-bromo-2-methyl-4-(2-methylphenoxy)phenyl]-N-ethyl-N-methyl-formamidine BrC=1C(=CC(=C(C1)N=CN(C)CC)C)OC1=C(C=CC=C1)C